3-(2-morpholino-3-((2-(trimethylsilyl)ethoxy)methyl)-3H-imidazo[4,5-b]pyridin-7-yl)-3,8-diazabicyclo[3.2.1]octane-8-carboxylic acid tert-butyl ester C(C)(C)(C)OC(=O)N1C2CN(CC1CC2)C2=C1C(=NC=C2)N(C(=N1)N1CCOCC1)COCC[Si](C)(C)C